7-fluoro-1-((2-(trimethylsilyl)ethoxy)methyl)-5-vinyl-1H-benzo[d]imidazole FC1=CC(=CC2=C1N(C=N2)COCC[Si](C)(C)C)C=C